CC=1C=C2C(C=C(OC2=C(C1)C(C)NC1=C(C(=O)O)C=CC=C1)N1CC(CC1)C1=CC=NC=C1)=O 2-[1-[6-Methyl-4-oxo-2-[3-(4-pyridyl)pyrrolidin-1-yl]chromen-8-yl]ethylamino]benzoic acid